tert-butyl 6-((4-((4-amino-2-butyl-1H-imidazo[4,5-d]thieno[3,2-b]pyridin-1-yl)methyl) benzyl)amino)-3,4-dihydroisoquinoline-2(1H)-carboxylate NC1=C2C(=C3C(=N1)C=CS3)N(C(=N2)CCCC)CC2=CC=C(CNC=3C=C1CCN(CC1=CC3)C(=O)OC(C)(C)C)C=C2